C1(CCCCC1)CO[Si](OC)(OC)CCCN cyclohexyl-gamma-aminopropyl-trimethoxysilane